FC(C(=O)O)(F)F.COC=1C=C2CCN(CC2=CC1NC1=NC=C2C(=N1)N(N=C2)C[C@@H]2N(CCC2)C(C)=O)C (R)-1-(2-((6-((6-methoxy-2-methyl-1,2,3,4-tetrahydroisoquinolin-7-yl)amino)-1H-pyrazolo[3,4-d]pyrimidin-1-yl)methyl)pyrrolidin-1-yl)ethan-1-one trifluoroacetate